O1C(=CC=C1)C(=O)[O-] furane-2-carboxylate